OCCOCCOC=1C=C(C=CC1OCCOCCO)C1(C2=CC=CC=C2C=2C=CC=CC12)C1=CC(=C(C=C1)OCCOCCO)OCCOCCO 9,9-bis{3,4-di[2-(2-hydroxyethoxy)ethoxy]phenyl}fluorene